C=1(C(=CC=C2C=CC=CC12)O)C1=CC=CC2=CC=CC=C12 (S) and (R)-binaphthol